BrC(C)CC 2-Bromobutan